2,2-dimethyl-1-phenylbut-3-en-1-one CC(C(=O)C1=CC=CC=C1)(C=C)C